8-Isopropyl-2-[(2-methoxyphenyl)amino]-5-[2-(triisopropylsilyl)ethynyl]pyrido[2,3-d]pyrimidin-7-one C(C)(C)N1C(C=C(C2=C1N=C(N=C2)NC2=C(C=CC=C2)OC)C#C[Si](C(C)C)(C(C)C)C(C)C)=O